O1C(CCCC1)N1N=C(C=C1)C1C(C1)C(=O)N (E)-2-(1-tetrahydropyran-2-ylpyrazol-3-yl)cyclopropanecarboxamide